COC1CC(C1)C(=O)NC=1SC(=CN1)OC1=NC=CC=N1 3-methoxy-N-(5-(pyrimidin-2-yloxy)thiazol-2-yl)cyclobutane-1-carboxamide